t-butyl (2R,5'S)-7-bromo-5'-carbamoyl-5-fluoro-3-oxo-3,4-dihydrospiro[benzo[b][1,4]oxazine-2,3'-pyrrolidine]-1'-carboxylate BrC=1C=C(C2=C(O[C@]3(CN([C@@H](C3)C(N)=O)C(=O)OC(C)(C)C)C(N2)=O)C1)F